C(C=CC)N1C(C2=C(C(=C1)C=1C=C(C(=O)NC(C)C)C=CC1)C=CN2)=O 3-(6-but-2-enyl-7-oxo-1H-pyrrolo[2,3-c]pyridin-4-yl)-N-isopropylbenzamide